BrC1=CC=2C(=NC=C3C2N(C(N3C([2H])([2H])[2H])=O)[C@H]3C[C@@H](CC3)NC(OC(C)(C)C)=O)N1S(=O)(=O)C1=CC=CC=C1 tert-butyl ((1R,3R)-3-(7-bromo-3-(methyl-d3)-2-oxo-6-(phenylsulfonyl)-3,6-dihydroimidazo[4,5-d]pyrrolo[2,3-b]pyridin-1(2H)-yl)cyclopentyl)carbamate